N(=[N+]=[N-])CC(=O)NC1=CC=C(C=C1)NC(=O)C1SC(CC1C1=C(C(=C(C=C1)F)F)OC)(C(F)(F)F)C N-(4-(2-azidoacetamido)phenyl)-3-(3,4-difluoro-2-methoxyphenyl)-5-methyl-5-(trifluoromethyl)tetrahydrothiophene-2-carboxamide